C1(CC1)N(C1CCN(CC1)C(=O)OC(C)(C)C)CC(F)(F)F tert-Butyl 4-[cyclopropyl(2,2,2-trifluoroethyl)amino]piperidine-1-carboxylate